dihydroxyaminopropionic acid ON(O)C(C(=O)O)C